C1(CC1)CN[C@H]1CN(CCC1)C=1C=NC(=CC1)C1(COC1)N1N=NC(=C1)C=1C=NC=C(C1)OC (R)-N-(cyclopropylmethyl)-1-(6-(3-(4-(5-methoxypyridin-3-yl)-1H-1,2,3-triazol-1-yl)oxetan-3-yl)pyridin-3-yl)piperidin-3-amine